CC1=C(C(=CC=C1)C)C1=C(C(=CC=C1)C1=C(C=CC=C1C)C)P1C2(CCCCC2)CC(CC12CCCCC2)=O 7-[2,6-bis(2,6-dimethylphenyl)phenyl]-7-phosphadispiro[5.1.58.36]Hexadecan-15-one